NCC(CN1C=C2C(N(CCC2=C1)C1CC1)=O)=CF 2-(2-(aminomethyl)-3-fluoroallyl)-5-cyclopropyl-2,5,6,7-tetrahydro-4H-pyrrolo[3,4-c]pyridin-4-one